5,8-dihydropyrano[4,3-d]pyrimidine N1=CN=CC2=C1CCOC2